BrC=1C=C(C=CC1)C(=O)C1=NC=C(C(=C1)OC)Cl (3-BROMOPHENYL)(5-CHLORO-4-METHOXYPYRIDIN-2-YL)METHANONE